(4-(4-(difluoromethyl)phenyl)piperidin-1-yl)(3-(3-hydroxyoxetan-3-yl)phenyl)methanone FC(C1=CC=C(C=C1)C1CCN(CC1)C(=O)C1=CC(=CC=C1)C1(COC1)O)F